pyrrolotriiodecane [IH]1[IH][IH]CCCCCC2=C1C=CN2